benzyl 6-oxa-3-azabicyclo[3.1.0]Hexane-3-formate C12CN(CC2O1)C(=O)OCC1=CC=CC=C1